CN1C=2C=CC(=NC2C(=CC1=O)N1CCC(CC1)OC1=CC=C(C=C1)OC(F)(F)F)C#N 5-methyl-6-oxo-8-(4-(4-(trifluoromethoxy)phenoxy)piperidin-1-yl)-5,6-dihydro-1,5-naphthyridine-2-carbonitrile